6-(1-(1-Cyanopiperidin-4-yl)-5-methyl-1H-1,2,3-triazol-4-yl)-4-((6,6-difluoro-6,7-dihydro-5H-cyclopenta[b]pyridin-7-yl)oxy)pyrazolo[1,5-a]pyridine-3-carbonitrile C(#N)N1CCC(CC1)N1N=NC(=C1C)C=1C=C(C=2N(C1)N=CC2C#N)OC2C(CC=1C2=NC=CC1)(F)F